COC1=C(C=CC=C1)C=1N=C2C(=CN(C=C2)CC=2SC3=C(N2)C=CC(=C3)C)N1 2-((2-(2-methoxyphenyl)-5H-imidazo[4,5-c]pyridin-5-yl)methyl)-6-methylbenzo[d]thiazole